(R)-6-(1-(cyclopropylmethyl)-1H-pyrazol-4-yl)-N-(6-(3-(2-hydroxypropan-2-yl)pyrrolidin-1-yl)-2-methylpyrimidin-4-yl)picolinamide C1(CC1)CN1N=CC(=C1)C1=CC=CC(=N1)C(=O)NC1=NC(=NC(=C1)N1C[C@@H](CC1)C(C)(C)O)C